6-((4,4-difluorocyclohexyl)(methyl)amino)nicotinonitrile FC1(CCC(CC1)N(C1=NC=C(C#N)C=C1)C)F